MOLECULAR IODINE II